9-isopropyl-2-(propylthio)-9H-purin-6-amine C(C)(C)N1C2=NC(=NC(=C2N=C1)N)SCCC